[(3S,4S)-3-fluoro-1-[(4-methoxyphenyl)methyl]piperidin-4-yl]-3-[6-(4-methylpiperazin-1-yl)-[1,2,4]triazolo[4,3-b]pyridazin-3-yl]propanamide F[C@@H]1CN(CC[C@H]1C(C(=O)N)CC1=NN=C2N1N=C(C=C2)N2CCN(CC2)C)CC2=CC=C(C=C2)OC